1-((1R,5S)-8-(5-fluoropyridin-2-yl)-3,8-diazabicyclo[3.2.1]octan-3-yl)-3-(isoquinolin-5-ylmethoxy)propan-1-one FC=1C=CC(=NC1)N1[C@H]2CN(C[C@@H]1CC2)C(CCOCC2=C1C=CN=CC1=CC=C2)=O